acetic-n-propylester C(CC)OC(C)=O